CC1=C(C(=C(C1([Hf](C1(C=CC2=CC=3CCCC3C=C12)CC(C)(C)C)(C)C)C)C)C)C Pentamethylcyclopentadienyl-dimethyl-(1-neopentyl-1,5,6,7-tetrahydro-s-indacenyl)hafnium